2-Methyl-N-[[(2R,3S,4R)-3,4,5-trihydroxytetrahydrofuran-2-yl]methyl]-propenamide CC(C(=O)NC[C@H]1OC([C@@H]([C@@H]1O)O)O)=C